2-(4-bromo-2-fluorophenoxy)-1-methyl-1H-imidazole-4-carboxylic acid BrC1=CC(=C(OC=2N(C=C(N2)C(=O)O)C)C=C1)F